S1C2=C(C=C1)C=C(C=C2)C2=C(N=C(N=N2)N2CC[C@H]1[C@@H]2CN(CC1)C)C (3aS,7aR)-1-(6-(benzo[b]thiophen-5-yl)-5-methyl-1,2,4-triazin-3-yl)-6-methyloctahydro-1H-pyrrolo[2,3-c]pyridine